(3,3',5,5'-tetra-tert-butyl-1,1'-biphenyl-2,2'-diyl) phosphite P1(OC2=C(C=C(C=C2C(C)(C)C)C(C)(C)C)C2=C(C(=CC(=C2)C(C)(C)C)C(C)(C)C)O1)[O-]